ClC1=C(C(=O)NC2=CC=C(C=N2)C(=O)O)C=CC(=C1)Cl 6-(2,4-Dichlorobenzoyl-amino)pyridine-3-carboxylic acid